3-[[3-(dimethoxymethyl)azetidin-1-yl]isoxazol-5-yl]-3-methyl-butanoic acid COC(C1CN(C1)C1=NOC(=C1)C(CC(=O)O)(C)C)OC